1,2,4-THIADIAZOLE-5-CARBOXALDEHYDE S1N=CN=C1C=O